3-cyclopropyl-1-((4,4-difluoro-2-(trifluoromethyl)cyclopentyl)methyl)-N-(2-(S-methylsulfonimidoyl)pyridin-4-yl)-4-(trifluoromethyl)-1H-pyrazole-5-carboxamide C1(CC1)C1=NN(C(=C1C(F)(F)F)C(=O)NC1=CC(=NC=C1)S(=O)(=N)C)CC1C(CC(C1)(F)F)C(F)(F)F